CNP(=O)(N)N methyl-phosphoramide